3-(3-(3-Azidopropyl)-3-methyl-6-oxo-2,3,6,8-tetrahydro-7H-furo[2,3-e]isoindol-7-yl)piperidine-2,6-dione N(=[N+]=[N-])CCCC1(COC2=C3CN(C(C3=CC=C21)=O)C2C(NC(CC2)=O)=O)C